(3-hydroxy-3-methylpyrrolidin-1-yl)-3-(methoxymethoxy)-6-methyl-[2,4'-bipyridine] OC1(CN(CC1)C1=C(C(=NC(=C1)C)C1=CC=NC=C1)OCOC)C